benzyl methyl(2-(4,4,5,5-tetramethyl-1,3,2-dioxaborolan-2-yl)benzyl)carbamate CN(C(OCC1=CC=CC=C1)=O)CC1=C(C=CC=C1)B1OC(C(O1)(C)C)(C)C